ClC=1C(=C(C=CC1)C=1CCCC2=C(C1C1=CC=C(C=C1)C=C1CN(C1)CCC(F)F)C=CC=C2)C(F)(F)F 8-(3-Chloro-2-(trifluoromethyl)phenyl)-9-(4-((1-(3,3-difluoropropyl)azetidin-3-yliden)methyl)phenyl)-6,7-dihydro-5H-benzo[7]annulen